2-hydroxyethyl methacrylate ethoxyethyl-methacrylate C(C)OCCOC(C(=C)C)=O.C(C(=C)C)(=O)OCCO